2-Beta-D-arabinofuranosyl-2,7,8,9-tetrahydro-6-thia-2,3,5-triazabenzo[cd]azulene [C@@H]1([C@@H](O)[C@H](O)[C@H](O1)CO)N1C=C2CCCSC=3C2=C1N=CN3